Sphingosine OC[C@H](N)[C@H](O)\C=C\CCCCCCCCCCCCC